ClC1=CC=C(C=C1)CN1N(C2=C(CN(CC2)CC2=CC(=CC(=C2)F)F)C1=O)CCO 2-[(4-Chlorophenyl)methyl]-5-[(3,5-difluorophenyl)methyl]-1-(2-hydroxyethyl)-6,7-dihydro-4H-pyrazolo[4,3-c]pyridin-3-one